FC=1C(=C(OC2=NC=C(C(=C2C=2NC3=CC=NC(=C3C(C2)=O)C2=CC(NC=C2)=O)C)C(F)(F)F)C=CC1F)C 2-[2-(3,4-Difluoro-2-methyl-phenoxy)-4-methyl-5-(trifluoromethyl)-3-pyridinyl]-5-(2-oxo-1H-pyridin-4-yl)-1H-1,6-naphthyridin-4-one